(R,2S)-N'-((8-fluoro-1,2,3,5,6,7-hexahydro-s-indacen-4-yl)carbamoyl)-2-methyl-N-trityl-2,3-dihydropyrazolo[5,1-b]oxazole-7-sulfonimidamide FC=1C=2CCCC2C(=C2CCCC12)NC(=O)N=[S@@](=O)(NC(C1=CC=CC=C1)(C1=CC=CC=C1)C1=CC=CC=C1)C=1C=NN2C1O[C@H](C2)C